OC=1C=C2CC[C@@H]([C@@H](C2=CC1)C1=CC=C(C=C1)N1CCC(CC1)CN1CCN(CC1)C=1C=C2CN(C(C2=CC1)=O)[C@@H]1C(NC(CC1)=O)=O)CCC (S)-3-(5-(4-((1-(4-((1R,2S)-6-hydroxy-2-propyl-1,2,3,4-tetrahydronaphthalene-1-yl)phenyl)piperidin-4-yl)methyl)piperazin-1-yl)-1-oxoisoindolin-2-yl)piperidine-2,6-dione